Methyl-2-(2-chloro-4-methylphenyl)-5-[1-(phenylsulfonyl)-1H-pyrrolo[2,3-b]pyridin-4-yl]-1H-pyrrole-3-carboxylate COC(=O)C1=C(NC(=C1)C1=C2C(=NC=C1)N(C=C2)S(=O)(=O)C2=CC=CC=C2)C2=C(C=C(C=C2)C)Cl